C(C(=C)C)(=O)OCCOCC1=CC=CC=C1 2-benzyloxy-ethyl methacrylate